1,2,3-trimethyl-5-(2-methyl-1-propen-1-yl)-3-cyclohexene-1-carboxylic acid CC1(C(C(=CC(C1)C=C(C)C)C)C)C(=O)O